C(C)OP(OCC)(=O)CC (diethyl)ethylphosphonate